BrC1=CC(=C(C=C1)[C@H]1N([C@@H](CC2=C(C(=CC=C12)N)C)C)CC(C)(F)F)OC (1S,3R)-1-(4-bromo-2-methoxyphenyl)-2-(2,2-difluoropropyl)-3,5-dimethyl-1,2,3,4-tetrahydroisoquinolin-6-amine